C(OCCCCCCCCCBr)(OC(CCCCCCCCCC)CCCCCCCCCC)=O 9-bromononyl henicosan-11-yl carbonate